C(C1=CC=NC=C1)(=O)N1CC(CCC1)C(=O)N1CCN(CC1)C1=CC(=NC2=CC=CC=C12)C(F)(F)F (1-isonicotinoylpiperidin-3-yl)(4-(2-(trifluoromethyl)quinolin-4-yl)piperazin-1-yl)methanone